C1(=CC=CC=C1)N(C(=O)N1[C@@H](CN(CC1)C(=O)N1[C@H](CCC1)C1=CC=CC=C1)C(=O)O)C1=CC=CC=C1 (S)-1-(diphenylcarbamoyl)-4-((R)-2-phenylpyrrolidine-1-carbonyl)piperazine-2-carboxylic acid